C(C(C)C)C1CC(C(CC1)C(=O)O)C(=O)O.[Na].[Na] Disodium 4-isobutyl-cyclohexane-1,2-dicarboxylic acid